N,N-Dioctadecylanilinium tetraphenylborate C1(=CC=CC=C1)[B-](C1=CC=CC=C1)(C1=CC=CC=C1)C1=CC=CC=C1.C(CCCCCCCCCCCCCCCCC)[NH+](C1=CC=CC=C1)CCCCCCCCCCCCCCCCCC